FC1=CC=C(C=C1)[C@@H]1N(CCC2=CC=CC=C12)C(=O)[C@@H]1OC=CC(C1)=O (R)-2-((S)-1-(4-fluorophenyl)-1,2,3,4-tetrahydroisoquinoline-2-carbonyl)-2,3-dihydro-4H-pyran-4-one